COC(CC)C1(NC(=NC(=N1)NC1=CC=CC=C1)C1=CC=CC=C1)N 2-(3-Methyloxypropan-3-Yl)-N4,6-diphenyl-1,3,5-triazine-2,4-diamine